6-fluoro-4-oxo-7-[3-(pyrimidin-2-yl)azetidin-1-yl]-1-(1,2,4-thiadiazol-5-yl)-1,4-dihydro-1,8-naphthyridine-3-carboxylic acid FC=1C=C2C(C(=CN(C2=NC1N1CC(C1)C1=NC=CC=N1)C1=NC=NS1)C(=O)O)=O